methylamino (3S)-3-[2-(3,4-dimethylbenzoyl)-3,4-dihydro-1H-isoquinolin-7-yl]-3-(1-ethyl-4-methyl-benzotriazol-5-yl)propanoate CC=1C=C(C(=O)N2CC3=CC(=CC=C3CC2)[C@H](CC(=O)ONC)C2=C(C3=C(N(N=N3)CC)C=C2)C)C=CC1C